Eicosanedioic acid methyl-6-bromo-5-fluoro-1-tetrahydropyran-2-yl-indazole-4-carboxylate COC(=O)C=1C=2C=NN(C2C=C(C1F)Br)C1OCCCC1.C(CCCCCCCCCCCCCCCCCCC(=O)O)(=O)O